NC(CN1[C@H]2[C@@H](C=3C=CC=C(C13)Br)CN(CC2)C(=O)OCC)=O (4aR,9bS)-ethyl 5-(2-amino-2-oxoethyl)-6-bromo-3,4,4a,5-tetrahydro-1H-pyrido[4,3-b]indole-2(9bH)-carboxylate